6-[(1-{(2R)-2-amino-3-[(2-amino-2-oxoethyl)amino]-2-methyl-3-oxopropyl}azetidin-3-yl)oxy]-3-[(1S,2R)-2-boronocyclopropyl]-2-hydroxybenzoic acid N[C@](CN1CC(C1)OC1=CC=C(C(=C1C(=O)O)O)[C@@H]1[C@@H](C1)B(O)O)(C(=O)NCC(=O)N)C